COCCNCCO 2-[(2-methoxyethyl)amino]ethan-1-ol